6-chloro-5-isothiocyanatoquinoline ClC=1C(=C2C=CC=NC2=CC1)N=C=S